CC=1N(C(C2=C(N1)C(=NC(=N2)N2C[C@H](OCC2)C=2C=NN(C2)C)C2=C(C=C(C(=C2)F)F)F)=O)C (R)-2,3-dimethyl-6-(2-(1-methyl-1H-pyrazol-4-yl)morpholino)-8-(2,4,5-trifluorophenyl)pyrimido[5,4-d]pyrimidin-4(3H)-one